FC=1C=C2C=C(C=NC2=CC1F)NC1=NC(=NC=C1)NC=1C=CC2=C(OCCN2C(CN(C)C)=O)C1 1-(7-((4-((6,7-difluoroquinolin-3-yl)amino)pyrimidin-2-yl)amino)-2,3-dihydro-4H-benzo[b][1,4]oxazin-4-yl)-2-(dimethylamino)ethan-1-one